C(CCC)[O-].C(CCC)[O-].C(CCC)[O-].C(CCC)[O-].[Ti+4] titanium(IV) tetrabutanolate